tert-butyl 4-[3-[4-[2-(2,6-dioxo-3-piperidyl)-3-oxo-isoindolin-5-yl]-1-piperidyl]azetidine-1-carbonyl]piperidine-1-carboxylate O=C1NC(CCC1N1CC2=CC=C(C=C2C1=O)C1CCN(CC1)C1CN(C1)C(=O)C1CCN(CC1)C(=O)OC(C)(C)C)=O